2,4-dihydroxy-7-(naphthalen-1-yl)-3-nitro-6-(trifluoromethyl)-1,7-naphthyridin-8(7H)-one OC1=NC=2C(N(C(=CC2C(=C1[N+](=O)[O-])O)C(F)(F)F)C1=CC=CC2=CC=CC=C12)=O